((S)-2-((S)-2,2-dimethylcyclopropane-1-carbonyl)-8-(((1-(tetrahydro-2H-pyran-4-yl)isoquinolin-3-yl)methoxy)methyl)-2,6-diazaspiro[3.4]octan-6-yl)(thiazol-5-yl)methanone CC1([C@H](C1)C(=O)N1CC2(C1)CN(C[C@H]2COCC=2N=C(C1=CC=CC=C1C2)C2CCOCC2)C(=O)C2=CN=CS2)C